(±)-Cis-isopropyl 1-fluoro-3-((2-methyl-6-(1-methyl-5-(((tetrahydro-2H-pyran-2-yl)oxy)methyl)-1H-1,2,3-triazol-4-yl)pyridin-3-yl)oxy)cyclohexanecarboxylate F[C@]1(C[C@H](CCC1)OC=1C(=NC(=CC1)C=1N=NN(C1CO[C@H]1OCCCC1)C)C)C(=O)OC(C)C |&1:21|